C(CC)OC(CCC)=O n-Propylbutyrat